CCCCCCCCCCCCCCC[C@H]([C@H](CO[C@@H]1[C@@H]([C@H]([C@@H]([C@H](O1)C(=O)O)O)O)O)NC(=O)CCCCCCCCCCCCC)O The molecule is a glycodihydroceramide having an alpha-D-glucuronic acid residue at the O-1 position and a tetradecanoyl group attached to the nitrogen. It derives from a D-glucopyranuronic acid.